2-methyl-3-(3-propyl-1-cyclopenten-1-yl)propanal CC(C=O)CC1=CC(CC1)CCC